ClC=1C(=NC=CC1)C1(C=C(C(C(C1)(C)C)=O)C#N)OC 3-(3-chloropyridin-2-yl)-3-methoxy-5,5-dimethyl-6-oxocyclohex-1-ene-1-carbonitrile